8-(5-isopropylquinolin-2-yl)naphthalene-1-carboxylic acid ethyl ester C(C)OC(=O)C1=CC=CC2=CC=CC(=C12)C1=NC2=CC=CC(=C2C=C1)C(C)C